tert-Butyl 6-chloro-3-(cyanomethyl)-1H-pyrrolo[3,2-b]pyridine-1-carboxylate ClC=1C=C2C(=NC1)C(=CN2C(=O)OC(C)(C)C)CC#N